4,4'-dithiodiphenol C1(=CC=C(C=C1)SSC1=CC=C(C=C1)O)O